C(C)N(CCCC(C)=O)CC 5-diethylamino-2-pentanone